OC[C@H]1N(C/C(/C1)=N/OC)C(=O)C1=CC=C(C=C1)C1=C(C(=NC=C1)C#N)C (S,E)-4-(4-(2-(hydroxymethyl)-4-(methoxyimino)pyrrolidine-1-carbonyl)phenyl)-3-methylpicolinonitrile